C(=C)C1=CC=CC2=CC=CC=C12 α-vinylnaphthalene